CCCCCCCCC(CCCCCC)COC(=O)CCCCC(=O)OCC(CCCCCC)CCCCCCCC dihexyldecyl adipate